thionaphthol C1=CC=C2C=C(C=CC2=C1)S